(R)-5-(3-aminopiperidin-1-yl)-3-((3-methylisothiazol-5-yl)amino)pyrazine-2-carboxamide N[C@H]1CN(CCC1)C=1N=C(C(=NC1)C(=O)N)NC1=CC(=NS1)C